(E)-N'-(2-cyano-4-fluorophenyl)-N,N-dimethylformamidine C(#N)C1=C(C=CC(=C1)F)/N=C/N(C)C